6-Methyl-5-(piperazin-1-yl)-2,3-dihydro-1,4-benzodioxine CC1=C(C2=C(OCCO2)C=C1)N1CCNCC1